C(C=C)(=O)C1=C(C=CC=C1)C1=CC=C2C(C3(N(C(C2=C1)=O)CC1=CC(=C(C=C1)C(F)(F)F)F)CCCC3)C(=O)O 7'-(2-acryloylphenyl)-2'-(3-fluoro-4-(trifluoromethyl)benzyl)-1'-oxo-1',4'-dihydro-2'H-spiro[cyclopentane-1,3'-isoquinoline]-4'-carboxylic acid